COC(=O)C=1OC(=CC1NC(C1=C(C=C(C=C1)C(F)(F)F)SCC)=O)C(C(F)(F)F)(F)F N-[2-methoxycarbonyl-5-(pentafluoroethyl)furan-3-yl]-2-(ethylthio)-4-(trifluoromethyl)benzamide